2-((2R,3R)-1-(7,8-dichloro-4-(1H-imidazol-1-yl)quinolin-2-yl)-3-hydroxypyrrolidin-2-yl)acetic acid ClC1=CC=C2C(=CC(=NC2=C1Cl)N1[C@@H]([C@@H](CC1)O)CC(=O)O)N1C=NC=C1